C12(CC3CC(CC(C1)C3)C2)NC(CCCCCC[NH-])C2=CC=C(C=C2)N2C(NC(CC2)=O)=O 7-((adamantan-1-yl)amino)-N-(4-(2,4-dioxotetrahydropyrimidin-1(2H)-yl)phenyl)heptylamide